4-(2-thienyl)-1,3-dioxolan-2-one S1C(=CC=C1)C1OC(OC1)=O